C(C1=CC=CC=C1)N[C@@H](CC(=O)[O-])C(=O)[O-] benzyl-l-aspartate